N-[(15aS,16R,17S)-17,20-difluoro-7-methyl-1-oxo-2,3,15a,16,17,18-hexahydro-1H,15H-4,8-(azeno)-10,14-(metheno)pyrrolo[1,2-j][1,5,8,10]oxatriazacycloheptadecin-16-yl]ethanesulfonamide F[C@@H]1[C@@H]([C@H]2N(C(NCC=3N=CC(=C(OC=4C=CC=C(C2)C4F)N3)C)=O)C1)NS(=O)(=O)CC